5-{1-(1-(4-fluorobenzoyl)-4-hydroxypiperidin-4-yl)ethyl}-1-(4-methoxyphenyl)-1H-pyrazolo[3,4-d]pyrimidin-4(5H)-one FC1=CC=C(C(=O)N2CCC(CC2)(O)C(C)N2C=NC3=C(C2=O)C=NN3C3=CC=C(C=C3)OC)C=C1